FC=1C=C(C=CC1C(F)(F)F)C1=NN(C(=N1)[C@@H]1C[C@@H](CC1)N1C[C@H](OCC1)CF)C(C)C (S)-4-((1R,3S)-3-(3-(3-fluoro-4-(trifluoromethyl)phenyl)-1-isopropyl-1H-1,2,4-triazol-5-yl)cyclopentyl)-2-(fluoromethyl)morpholine